CC(=CCO)CCC=C(CCC=C(C)C)C 3,7,11-trimethyl-2,6,10-dodecatrienol